1-(3-aminomethyl-benzyl)-2,3-dicyclohexylguanidine NCC=1C=C(CNC(=NC2CCCCC2)NC2CCCCC2)C=CC1